Ethyl 2-[(1-methylpiperidin-4-yl) methyl]-8-(trifluoromethyl)-4,5-dihydro-2H-furo[2,3-g]indazole-7-carboxylate CN1CCC(CC1)CN1N=C2C3=C(CCC2=C1)OC(=C3C(F)(F)F)C(=O)OCC